3-((7-((4,4-difluorocyclohexyl)(methyl)amino)-5-oxa-2-azaspiro[3.4]octan-2-yl)sulfonyl)-4-fluorobenzonitrile FC1(CCC(CC1)N(C1COC2(CN(C2)S(=O)(=O)C=2C=C(C#N)C=CC2F)C1)C)F